FC(COC(C(=O)N([C@@H](C)C(C)C)CC1=C(C=CC=C1)C)=O)(F)F.C1(=CC=CC=C1)C1(C2=CC=CC=C2C=2C=CC=CC12)C1=CC=C(C=C1)C1=CC=CC2=C1SC1=C2C=CC=C1C1=CC=CC=C1 4-[4-(9-phenyl-9H-fluoren-9-yl)phenyl]6-phenyldibenzothiophene (S)-2,2,2-trifluoroethyl-2-((2-methylbenzyl)(3-methylbutan-2-yl)amino)-2-oxoacetate